Cl.NC(C)C1=NC=2C(=NC(=CC2)C)N1C1=CC=C(C=N1)C#N 6-[2-[1-aminoethyl]-5-methyl-imidazo[4,5-b]pyridin-3-yl]pyridine-3-carbonitrile hydrochloride